FC(C(=O)O)(F)F.NCC(CN1N=NN(C1=O)C1=C(C=CC(=N1)C=1C=CC(N(C1)CC)=O)C)=C(F)F 5-[6-[4-[2-(aminomethyl)-3,3-difluoro-allyl]-5-oxo-tetrazol-1-yl]-5-methyl-2-pyridyl]-1-ethyl-pyridin-2-one trifluoroacetate